S1C=NC2=C1C=CC(=C2)C(=O)[O-] benzo[d]thiazole-5-carboxylate